C1(=CC=CC=C1)N1C2=CC=CC=C2C=2C=C(C=CC12)C=1C=CC=2NC3=CC=CC=C3C2C1 3-(9-phenyl-9H-carbazol-3-yl)-9H-carbazole